ClC=1C=C2C(=NC(=NC2=C(C1C1=C(C=CC=C1F)O)F)OCC1(CC1)CN1CCCC1)N1CCC2(CNC2)CC1 2-(6-chloro-8-fluoro-2-((1-(pyrrolidin-1-ylmethyl)cyclopropyl)methoxy)-4-(2,7-diazaspiro[3.5]nonan-7-yl)quinazolin-7-yl)-3-fluorophenol